FC(C1CN(C1)CC=1NC2=CC(=CC=C2C1)CNC(=O)C=1N=C2N(C(C1)=O)C=CC=C2)F N-[(2-{[3-(difluoromethyl)azetidin-1-yl]methyl}-1H-indol-6-yl)methyl]-4-oxo-4H-pyrido[1,2-a]pyrimidine-2-carboxamide